CC1(OCCC(C1)NC=1C2=C(N=C(N1)NC1=CC=C(C=3OCCOC31)C3=CC=NN3C)NC=C2C(F)(F)F)C N4-(2,2-dimethyltetrahydro-2H-pyran-4-yl)-N2-(8-(1-methyl-1H-pyrazol-5-yl)-2,3-dihydrobenzo[b][1,4]dioxin-5-yl)-5-(trifluoromethyl)-7H-pyrrolo[2,3-d]pyrimidine-2,4-diamine